2,5-dimethylpiperazine hydrochloride Cl.CC1NCC(NC1)C